C(C)C(CC(=O)NC(C(=O)O)CCN(CCCCC1=NC=2NCCCC2C=C1)CCC(C)(C)OC)CC 2-(3-ethylpentanoylamino)-4-[(3-methoxy-3-methyl-butyl)-[4-(5,6,7,8-tetrahydro-1,8-naphthyridin-2-yl)butyl]amino]butanoic acid